C/C(/C=O)=C\CCC=C(C)C (e)-2,7-dimethylocta-2,6-dienal